B(OCCCCCCCC(C)C)([O-])[O-] IsoDecyl Borate